FC=1C=C(CNC(=O)C=2N(C(C3=CC(=CC=C3C2C)C(F)(F)F)=O)C(C)C)C=CC1 N-(3-fluorobenzyl)-2-isopropyl-4-methyl-1-oxo-7-(trifluoromethyl)-1,2-dihydroisoquinoline-3-carboxamide